NC1=NC=C(C2=C1C(=C(N2C)C2=C(C=C(C=C2)NC(C=C)=O)Cl)C2=CC=C(C=C2)OC2=NN(C=C2)C)C#N N-(4-(4-amino-7-cyano-1-methyl-3-(4-((1-methyl-1H-pyrazol-3-yl)oxy)phenyl)-1H-pyrrolo[3,2-c]pyridin-2-yl)-3-chlorophenyl)acrylamide